Methyl (2-amino-3'-(5-chloropicolinoyl)-[1,1'-biphenyl]-4-yl)carbamate NC1=C(C=CC(=C1)NC(OC)=O)C1=CC(=CC=C1)C(C1=NC=C(C=C1)Cl)=O